NC=1C=C(COC2=NC=3CC(CCC3C(=N2)N2CCN(CC2)C(C=C)=O)N2CCC3=CC=CC=C23)C=CC1 1-(4-(2-((3-aminobenzyl)oxy)-7-(indolin-1-yl)-5,6,7,8-tetrahydroquinazolin-4-yl)piperazin-1-yl)prop-2-en-1-one